4-methylenedioxy-N-propargyl-amphetamine C1OC2=CC=C(CC(NCC#C)C)C=C2O1